(S)-1-(4-(4-morpholino-7H-pyrrolo[2,3-d]pyrimidin-6-yl)phenyl)-3-(piperidin-3-yl)urea O1CCN(CC1)C=1C2=C(N=CN1)NC(=C2)C2=CC=C(C=C2)NC(=O)N[C@@H]2CNCCC2